FC=1C=C(C(=O)N2CCC3=CC(=CC=C23)[C@@H](C)NC(C2=CC=C(C=C2)C#N)=O)C=CC1 (R)-N-(1-(1-(3-fluorobenzoyl)-2,3-dihydro-1H-indol-5-yl)ethyl)-4-cyanobenzamide